C(C)(C)(C)OC(=O)N1C[C@H](CCC1)NC=1N=CC2=CC(=NC(=C2C1)NC1CC1)C#N (S)-3-((7-cyano-5-(cyclopropylamino)-2,6-naphthyridin-3-yl)amino)piperidine-1-carboxylic acid tert-butyl ester